C(C)(C)(C)C1=CC=C(C=C1)C(CC(C=O)C)CC=C(C)C 4-(4-(tert-butyl)phenyl)-2,7-dimethyloct-6-enal